C(#N)C=1C(=NC(=NC1)NC1=C(C=C(C=C1)N1CCN(CC1)C1CCN(CC1)C)NC(C=C)=O)NC1=C(C=CC=C1)OC(C)C N-(2-((5-cyano-4-((2-isopropoxyphenyl)amino)pyrimidin-2-yl)amino)-5-(4-(1-methylpiperidin-4-yl)piperazin-1-yl)phenyl)acrylamide